CN1CCC=C(C1)B1OC(C(O1)(C)C)(C)C 1-methyl-5-(4,4,5,5-tetramethyl-1,3,2-dioxaborolan-2-yl)-3,6-dihydro-2H-pyridine